2-methyl-5-((5-(trifluoromethyl)furan-2-yl)methoxy)benzofuran-3-carboxylic acid CC=1OC2=C(C1C(=O)O)C=C(C=C2)OCC=2OC(=CC2)C(F)(F)F